NC1=C(C=C2C=CN(C2=C1)C(=O)OC(C)(C)C)OC tert-butyl 6-amino-5-methoxy-1H-indole-1-carboxylate